4-((4R,5R)-1-(3,3-difluoropropyl)-5-((5,7-dimethyl-1H-indol-4-yl)methyl)azepan-4-yl)benzoic acid FC(CCN1CC[C@H]([C@@H](CC1)CC1=C2C=CNC2=C(C=C1C)C)C1=CC=C(C(=O)O)C=C1)F